tert-butyl (R)-2-(3-(bromomethyl)bicyclo[1.1.1]pentan-1-yl)-3-oxohexahydroimidazo[1,5-a]pyrazine-7(1H)-carboxylate BrCC12CC(C1)(C2)N2C(N1[C@@H](CN(CC1)C(=O)OC(C)(C)C)C2)=O